((2-(3-chlorophenyl)-2,2-difluoro-1-phenylethoxy)carbonyl)-L-leucine ClC=1C=C(C=CC1)C(C(OC(=O)N[C@@H](CC(C)C)C(=O)O)C1=CC=CC=C1)(F)F